mono-bromodiiodomethane BrC(I)I